OC=1C(=C(C=C(C(=O)O)C1)OC)OC 5-HYDROXYVERATRIC ACID